OC=1SC=C(N1)C=1N=NN(C1)[C@@H]1[C@H]([C@@H](SC=2C=NC=C(C2)C#N)O[C@@H]([C@@H]1O)CO)OC 5-Cyanopyridin-3-yl 3-deoxy-3-[4-(2-hydroxythiazol-4-yl)-1H-1,2,3-triazol-1-yl]-2-O-methyl-1-thio-α-D-galactopyranoside